BrC=1C=C(C=C(C1)Cl)OB(O)O (3-bromo-5-chlorophenyl)boric acid